C1(=C(C=CC=C1)C1=CC=C(CP(C=2SC=CC2)=O)C=C1)C p-tolylthiophenyl-benzylphosphine oxide